NC=1OC2=C(C(C1C#N)C1=CC=C(C=C1)C)C=CC(=C2)N(C)C 2-amino-3-cyano-4-(4-methylphenyl)-7-(dimethylamino)-4H-benzopyran